N-([1,1'-biphenyl]-3-yl)-2-chloro-7,8-dihydro-5H-pyrano[4,3-d]pyrimidin-4-amine C1(=CC(=CC=C1)NC=1C2=C(N=C(N1)Cl)CCOC2)C2=CC=CC=C2